NC=1C=NN(C1)C[C@H](C)O (S)-1-(4-amino-1H-pyrazol-1-yl)propan-2-ol